(2R,3R,4S,5S)-4-azido-2-(6-chloro-4-(((S)-1-(2-fluorophenyl)ethyl)amino)-1H-pyrazolo[3,4-b]pyridin-1-yl)-5-(hydroxymethyl)tetrahydrofuran-3-ol N(=[N+]=[N-])[C@H]1[C@H]([C@@H](O[C@@H]1CO)N1N=CC=2C1=NC(=CC2N[C@@H](C)C2=C(C=CC=C2)F)Cl)O